[C@H]12N(C[C@H](NC1)C2)C2=CC(=C(C#N)C=C2)C(F)(F)F 4-((1R,4R)-2,5-diazabicyclo[2.2.1]heptan-2-yl)-2-(trifluoromethyl)benzonitrile